CC1=NNC=2C1=NC=C(C2)NC=2C=CC=C1CN(C(C21)=O)CC(=O)O 2-[7-[(3-methyl-1H-pyrazolo[4,3-b]pyridin-6-yl)amino]-1-oxo-isoindolin-2-yl]acetic acid